4-[4-(methylsulfonyl)phenyl]-3-phenyl-2,5-furandione CS(=O)(=O)C1=CC=C(C=C1)C1=C(C(OC1=O)=O)C1=CC=CC=C1